FC=1C=C(C=C(C1)F)C1CC=NN1C(=O)C12CC(C1)(C2)COC=2C(=NC=C(C2)F)F (5-(3,5-difluorophenyl)-4,5-dihydro-1H-pyrazol-1-yl)(3-(((2,5-difluoropyridin-3-yl)-oxy)methyl)bicyclo[1.1.1]-pentan-1-yl)methanone